FC(C=1C(=C(C=CC1)[C@@H](C)NC=1C=2C(N=C(N1)C)=C(C(N(C2)C2(CC2)CF)=O)N2N=C1C(N=CC=C1)=C2)F)F (R)-4-((1-(3-(difluoromethyl)-2-fluorophenyl)ethyl)amino)-6-(1-(fluoromethyl)cyclopropyl)-2-methyl-8-(2H-pyrazolo[4,3-b]pyridin-2-yl)pyrido[4,3-d]pyrimidine-7(6H)-one